3-((4-(5-chloro-3-methyl-2-(((R)-morpholin-2-yl)methoxy)phenyl)pyrrolo[2,1-f][1,2,4]triazin-6-yl)methyl)-6,6-dimethyl-3-azabicyclo[3.1.0]hexane-2,4-dione ClC=1C=C(C(=C(C1)C1=NC=NN2C1=CC(=C2)CN2C(C1C(C1C2=O)(C)C)=O)OC[C@H]2CNCCO2)C